2-mono(trimethylsilyl)picoline C[Si](C1(NC=CC=C1)C)(C)C